COC=1C=C(C=CC1OC)C=1NC2=CC=C(C=C2C1C(C)C)C(=O)N1CC2C(C1)CN(C2)C(CN2CC(CCC2)C(=O)N(CC)CC)=O 1-(2-{5-[2-(3,4-dimethoxyphenyl)-3-(prop-2-yl)-1H-indole-5-carbonyl]-octahydropyrrolo[3,4-c]pyrrol-2-yl}-2-oxoethyl)-N,N-diethylpiperidine-3-carboxamide